7-(trifluoro-methyl)pyrido[2,3-d]pyrimidin-2(1H)-one FC(C=1C=CC2=C(NC(N=C2)=O)N1)(F)F